N1(C=NC=C1)C1=CC=C(CN(C=2OC=C(N2)COCCOC2=CC(=CC=C2)N(C)C)CC2=CC(=CC=C2)OC)C=C1 N-(4-(1H-imidazol-1-yl)benzyl)-4-((2-(3-(dimethylamino)phenoxy)ethoxy)methyl)-N-(3-methoxybenzyl)oxazol-2-amine